ClC=1C=C(C=NC1)CNC(=O)[C@@H]1CCC=2N1C(C(=CN2)NCC2=CC(=CC(=C2)C)C)=O (S)-N-((5-chloropyridin-3-yl)methyl)-3-((3,5-dimethylbenzyl)amino)-4-oxo-4,6,7,8-tetrahydropyrrolo[1,2-a]pyrimidine-6-carboxamide